(E)-3-(2,6-dimethoxyphenyl)-1-(9H-pyrido[3,4-b]indol-1-yl)prop-2-en-1-one COC1=C(C(=CC=C1)OC)/C=C/C(=O)C1=NC=CC2=C1NC1=CC=CC=C21